1-((1-(2,5,8,11,14,17,20-heptaoxadocosan-22-yl)piperidin-4-yl)methyl)-2-butyl-7-methyl-1H-imidazo[4,5-d]thieno[3,2-b]pyridine-4-amine COCCOCCOCCOCCOCCOCCOCCN1CCC(CC1)CN1C(=NC=2C1=C1C(=NC2N)C=C(S1)C)CCCC